FC1(CN(CC[C@H]1NC(=O)C1=C(OC2=CN=C(C=C21)OCC=2C(=NC=CC2)C(F)(F)F)C)C(=O)OC(C)(C)C)F tert-butyl (4R)-3,3-difluoro-4-[[2-methyl-5-[[2-(trifluoromethyl)-3-pyridyl]methoxy]furo[2,3-c]pyridine-3-carbonyl]amino]piperidine-1-carboxylate